N[C@]1([C@@H](CC[C@H](C1)CCB(O)O)CNC([C@H](CCSC)NC(=O)OC(C)(C)C)=O)C(=O)O (1R,2S,5R)-1-amino-5-(2-boronoethyl)-2-(((S)-2-((tert-butoxycarbonyl)amino)-4-(methylthio)butanamido)methyl)cyclohexane-1-carboxylic acid